C[C@H]1NCCC2=CC=CC=C12 (R)-1-methyl-1,2,3,4-tetrahydro-isoquinoline